NC=1N=C(C2=C(N1)NC(=C2)C)O 2-amino-6-methyl-7H-pyrrolo[2,3-d]pyrimidin-4-ol